C(CCCC(=O)OC)(=O)OC glutaric acid, dimethyl ester